OC1C=C(CC(C1O)O)C(=O)[O-] 3,4,5-trihydroxy-1-cyclohexene-1-carboxylate